N1N=C(C2=CC=CC=C12)C1=NC(=NO1)C1(CC1)C1=C(C=CC=C1)C 5-(1H-indazol-3-yl)-3-(1-(o-tolyl)cyclopropyl)-1,2,4-oxadiazole